(S)-3-phenyl-3-((R)-1-(3-(5,6,7,8-tetrahydro-1,8-naphthyridin-2-yl)propanoyl)piperidine-3-carboxamido)propanoic acid hydrochloride Cl.C1(=CC=CC=C1)[C@H](CC(=O)O)NC(=O)[C@H]1CN(CCC1)C(CCC1=NC=2NCCCC2C=C1)=O